ClC1=NC2=CC=CC=C2C(=N1)NC=1N=NC(=CC1)Cl 2-chloro-N-(6-chloropyridazin-3-yl)quinazolin-4-amine